3'-(trifluoromethyl)-[2,2'-bipyridyl]-5-carboxylate FC(C=1C(=NC=CC1)C1=NC=C(C=C1)C(=O)[O-])(F)F